(E)-N'-(4-(2-cyclohexylacetyl)-5-methoxy-2-methylphenyl)-N-ethyl-N-methylformimidamide C1(CCCCC1)CC(=O)C1=CC(=C(C=C1OC)/N=C/N(C)CC)C